2-[1-(4-chlorophenyl)-1H-pyrazol-3-yl]acetic acid ClC1=CC=C(C=C1)N1N=C(C=C1)CC(=O)O